2-[4-(difluoromethyl)-6-[4-[(3S,4S)-1-ethyl-3-fluoro-4-piperidinyl]phenyl]-7-methyl-indazol-2-yl]-2-[(6R)-6-fluoro-6,7-dihydro-5H-pyrrolo[1,2-c]imidazol-1-yl]-N-thiazol-2-yl-acetamide FC(C=1C2=CN(N=C2C(=C(C1)C1=CC=C(C=C1)[C@H]1[C@@H](CN(CC1)CC)F)C)C(C(=O)NC=1SC=CN1)C1=C2N(C=N1)C[C@@H](C2)F)F